(S)-2-(6-(3-fluoropyrrolidin-1-yl)-2-methylpyridin-3-yl)-5-(pyridin-3-yl)-4,5-dihydro-6H-imidazo[1,5-b]pyrazol F[C@@H]1CN(CC1)C1=CC=C(C(=N1)C)C=1C=C2N(N1)CN(C2)C=2C=NC=CC2